N-(4-(4-(cyclopropylmethyl)piperazine-1-carbonyl)phenyl)quinoline-8-sulfonamide hemisulfate salt S(=O)(=O)(O)O.C1(CC1)CN1CCN(CC1)C(=O)C1=CC=C(C=C1)NS(=O)(=O)C=1C=CC=C2C=CC=NC12.C1(CC1)CN1CCN(CC1)C(=O)C1=CC=C(C=C1)NS(=O)(=O)C=1C=CC=C2C=CC=NC12